COP(=O)(OC)C1=C(N[C@H](C)C=2C=C(C=C3C(C(=C(OC23)SCC)C)=O)C)C=CC=C1 8-[(1R)-1-(2-Dimethoxyphosphorylanilino)ethyl]-2-ethylsulfanyl-3,6-dimethyl-chromen-4-one